NC=1SC2=C(N1)C(=CC=C2F)C2=C(C=C1C(=NC=NC1=C2F)NCCN)Cl N1-(7-(2-amino-7-fluorobenzo[d]thiazol-4-yl)-6-chloro-8-fluoroquinazolin-4-yl)ethane-1,2-diamine